(S)-2-((((9H-fluoren-9-yl)methoxy)carbonyl)amino)-3-(4-(1-methyl-1H-indazol-3-yl)phenyl)propanoic acid C1=CC=CC=2C3=CC=CC=C3C(C12)COC(=O)N[C@H](C(=O)O)CC1=CC=C(C=C1)C1=NN(C2=CC=CC=C12)C